C(#N)[C@H]1N(CSC1)C(CNC(=O)C1=CC=NC2=CC=C(C=C12)N1[C@H]([C@@H](OCC1)C)C)=O N-(2-((R)-4-cyanothiazolidin-3-yl)-2-oxoethyl)-6-((2s,3s)-2,3-dimethylmorpholino)-quinoline-4-carboxamide